1-(3-(2-(1-(difluoromethyl)-1H-pyrazol-3-yl)-6-(4-fluorophenyl)pyridin-4-yl)pyrrolidin-1-yl)prop-2-en-1-one FC(N1N=C(C=C1)C1=NC(=CC(=C1)C1CN(CC1)C(C=C)=O)C1=CC=C(C=C1)F)F